N-{[4-(2-methyl-2H-indazole-5-sulfonyl)phenyl]methyl}thieno[2,3-c]pyridine-2-carboxamide CN1N=C2C=CC(=CC2=C1)S(=O)(=O)C1=CC=C(C=C1)CNC(=O)C1=CC=2C(=CN=CC2)S1